C(CCCCCCCCCCC)N1CN(C=C1)CCCCCCCCCCCCCCCC 1-dodecyl-3-hexadecyl-imidazole